C(#N)C=1C=C(C(=NC1)NC(CN1C(C2=CC=C(C=C2C2(CC2)C1)C(F)(F)F)=O)=O)F N-(5-cyano-3-fluoropyridin-2-yl)-2-[1-oxo-6-(trifluoromethyl)spiro[3H-isoquinoline-4,1'-cyclopropane]-2-yl]acetamide